CC1CC=C(C(C1(C)C)/C=C/C(=O)C)C methyl-α-ionone